NC1=NC2=CC(=CC=C2C=C1Br)O[C@H]1CC[C@]2([C@@H]1O[C@H]([C@@H]2O)N2C=C(C1=C2N=CN=C1N)F)O (2R,3R,3aS,6S,6aR)-6-((2-amino-3-bromoquinolin-7-yl)oxy)-2-(4-amino-5-fluoro-7H-pyrrolo[2,3-d]pyrimidin-7-yl)hexahydro-3aH-cyclopenta[b]furan-3,3a-diol